2-formylbenzenesulfonic acid sodium salt [Na+].C(=O)C1=C(C=CC=C1)S(=O)(=O)[O-]